1'-methyl-6-(4,4,5,5-tetramethyl-1,3,2-dioxaborolan-2-yl)-2,3-dihydrospiro[indene-1,4'-piperidine] CN1CCC2(CC1)CCC1=CC=C(C=C12)B1OC(C(O1)(C)C)(C)C